3-[[(1,1-dimethylethoxy)carbonyl]amino]cyclobutanecarboxylate CC(C)(OC(=O)NC1CC(C1)C(=O)[O-])C